(2S,4R)-1-((S)-2-Amino-3,3-dimethylbutyryl)-N-((R)-1-(2'-fluoro-[1,1'-biphenyl]-4-yl)-2-hydroxyethyl-methyl)-4-hydroxypyrrolidine-2-carboxamide N[C@H](C(=O)N1[C@@H](C[C@H](C1)O)C(=O)NC[C@H](CO)C1=CC=C(C=C1)C1=C(C=CC=C1)F)C(C)(C)C